CN1CCN(CC1)C1=CC=C(C=N1)N1C(NC2=C1C=CC=C2)=O 1-(6-(4-methylpiperazin-1-yl)pyridin-3-yl)-1H-benzo[d]imidazol-2(3H)-one